N-[3-[2-(difluoromethoxy)-5-methylsulfanyl-phenyl]-1-[2-[4-[methyl(oxetan-3-yl)amino]-1-piperidyl]-2-oxo-ethyl]pyrazol-4-yl]pyrazolo[1,5-a]pyrimidine-3-carboxamide FC(OC1=C(C=C(C=C1)SC)C1=NN(C=C1NC(=O)C=1C=NN2C1N=CC=C2)CC(=O)N2CCC(CC2)N(C2COC2)C)F